(S)-2-((4-(2-(4-chloro-2-fluorobenzyloxy)-5-fluoropyrimidin-4-yl)-5,6-dihydropyridin-1(2H)-yl)methyl)-1-(oxetan-2-ylmethyl)-1H-benzo[d]imidazole-6-carboxylic acid ClC1=CC(=C(COC2=NC=C(C(=N2)C2=CCN(CC2)CC2=NC3=C(N2C[C@H]2OCC2)C=C(C=C3)C(=O)O)F)C=C1)F